(R)-1-(7-(8-ethyl-7-fluoro-3-hydroxynaphthalene-1-yl)-8-Fluoro-2-(((3S,4S)-4-(fluoromethyl)-1,3-dimethylpiperidin-3-yl)methoxy)pyrido[4,3-d]Pyrimidin-4-yl)-3-methylpiperidin-4-ol C(C)C=1C(=CC=C2C=C(C=C(C12)C1=C(C=2N=C(N=C(C2C=N1)N1C[C@H](C(CC1)O)C)OC[C@@]1(CN(CC[C@@H]1CF)C)C)F)O)F